C(C)(C)(C)OC(=O)NC1=NC2=CC(=CC=C2C=C1)CN(C(C)=O)C=1C(=NC=CC1)C(=O)O.N1C=NC=2CNCCC21 4,5,6,7-tetrahydro-1H-imidazo[4,5-c]pyridine 3-{N-[(2-{[(tert-butoxy)carbonyl]amino}quinolin-7-yl)methyl]acetamido}pyridine-2-carboxylate